ICCC=1C=C2CN(C(C2=CC1)=O)C1C(NC(CC1)=O)=O 3-[5-(2-iodoethyl)-1-oxo-isoindolin-2-yl]piperidine-2,6-dione